tert-butyl-4-((6-bromopyridin-2-yl)oxy)azepane-1-carboxylate C(C)(C)(C)OC(=O)N1CCC(CCC1)OC1=NC(=CC=C1)Br